(1-(3-Hydroxypropyl)piperidin-4-yl)((1S,5R)-8-(4-(trifluoromethyl)phenyl)-1,3,4,5-tetrahydro-2H-1,5-methanobenzo[c]azepin-2-yl)methanone OCCCN1CCC(CC1)C(=O)N1[C@@H]2C3=C([C@H](CC1)C2)C=CC(=C3)C3=CC=C(C=C3)C(F)(F)F